6-bromo-7-isopropoxy-2-(1-methyl-2-oxabicyclo[2.1.1]hexan-4-yl)imidazo[1,2-a]pyrimidine BrC=1C(=NC=2N(C1)C=C(N2)C21COC(C2)(C1)C)OC(C)C